3-chloro-N-[(1R,3S)-3-[[6-chloro-2-(trifluoromethyl)-4-quinolyl]amino]cyclohexyl]-1-(2-hydroxy-2-methylpropyl)pyrazole-4-carboxamide ClC1=NN(C=C1C(=O)N[C@H]1C[C@H](CCC1)NC1=CC(=NC2=CC=C(C=C12)Cl)C(F)(F)F)CC(C)(C)O